1,3,5-triamino-2,4,6-trihydroxycyclohexane NC1C(C(C(C(C1O)N)O)N)O